2-(4-(5-chloro-2-(1H-tetrazol-1-yl)phenyl)-5-methoxy-2-oxopyridin-1(2H)-yl)-2-fluoroacetic acid ClC=1C=CC(=C(C1)C1=CC(N(C=C1OC)C(C(=O)O)F)=O)N1N=NN=C1